C(C1=CC=CC=C1)NC(N(C1CCC(CC1)NC1=NC2=CC=CC=C2C=N1)C1=CC=C(C=C1)N1CCN(CC1)C(\C=C\C=1C=C2C(N(C(C2=CC1)=O)C1C(NC(CC1)=O)=O)=O)=O)=O 3-Benzyl-1-(4-(4-((E)-3-(2-(2,6-dioxopiperidin-3-yl)-1,3-dioxoisoindol-5-yl)acryloyl)piperazin-1-yl)phenyl)-1-((1r,4r)-4-(quinazolin-2-ylamino)cyclohexyl)urea